6-(2-cyclopropyl-6-fluoro-4-(7-fluoro-2-methyl-2H-indazol-4-yl)benzyl)-6,7-dihydro-5H-pyrrolo[3,4-b]pyridin-5-one-7,7-d2 C1(CC1)C1=C(CN2C(C3=NC=CC=C3C2=O)([2H])[2H])C(=CC(=C1)C=1C2=CN(N=C2C(=CC1)F)C)F